(R)-2-methyl-3-(6-(trifluoromethyl)pyridin-3-yl)propan-1-ol C[C@@H](CO)CC=1C=NC(=CC1)C(F)(F)F